(R)-N-(7-(4-amino-1-(piperidin-3-yl)-1H-pyrazolo[3,4-d]pyrimidin-3-yl)benzo[d][1,3]dioxol-4-yl)benzamide NC1=C2C(=NC=N1)N(N=C2C2=CC=C(C1=C2OCO1)NC(C1=CC=CC=C1)=O)[C@H]1CNCCC1